(E)-4-(isopropylamino)but-2-enoic acid C(C)(C)NC/C=C/C(=O)O